(6-chloro-1-cyclopropyl-1H-pyrrolo[2,3-b]pyridin-4-yl)methanol ClC1=CC(=C2C(=N1)N(C=C2)C2CC2)CO